2-(4-(2-cyano-4,4-dimethylpent-2-enoyl)piperazin-1-yl)acetic acid C(#N)C(C(=O)N1CCN(CC1)CC(=O)O)=CC(C)(C)C